CO\C(\C)=C/C (Z)-2-methoxybut-2-ene